C(CCCCCCC)/C(=C(/C(=O)[O-])\CCCCCCCC)/C(=O)[O-].[Sn+4].C(CCCCCCC)/C(=C(/C(=O)[O-])\CCCCCCCC)/C(=O)[O-] tin dioctylmaleate